(R)-2,2-dimethyl-3-(2-methyl-prop-1-enyl)cyclopropanecarboxylate CC1([C@@H](C1C=C(C)C)C(=O)[O-])C